5-(4-(6-(cyclopentyloxy)-2-methylpyridin-3-yl)-1H-pyrazol-1-yl)-1-isobutylpyridin-2(1H)-one C1(CCCC1)OC1=CC=C(C(=N1)C)C=1C=NN(C1)C=1C=CC(N(C1)CC(C)C)=O